2-piperidinoethyl-3-methylflavone-8-carboxylate hydrochloride Cl.N1(CCCCC1)CCOC(=O)C=1C=CC=C2C(C(=C(OC12)C1=CC=CC=C1)C)=O